FC1=CC=C(C=C1)NC(=O)N1CC2CNCC2C1 N-(4-fluorophenyl)hexahydropyrrolo[3,4-c]Pyrrole-2(1H)-carboxamide